ClC=1C=C(C2=C(OC3=C2C=CC=C3)C1)C1=CC=CC=3C2=CC=CC=C2NC13 1-(3-chlorodibenzo[b,d]furan-1-yl)-9H-carbazole